tert-Butyl 3-{6-[2-(2-ethoxyethoxy)ethoxy]pyridin-3-yl}oxirane-2-carboxylate C(C)OCCOCCOC1=CC=C(C=N1)C1C(O1)C(=O)OC(C)(C)C